C(#N)CCOCC(CCCOCCC#N)OCCC#N 1,2,5-Tris(cyanoethoxy)pentan